FC1=CC(=C(C=C1)N1CN(C(C2=CC=C(C=C12)C(F)(F)F)=O)C1=C(NC(C=C1)=O)C)C(C)C 1-(4-fluoro-2-isopropylphenyl)-3-(2-methyl-6-oxo-1,6-dihydropyridin-3-yl)-7-(trifluoromethyl)-2,3-dihydroquinazolin-4(1H)-one